ClC(CN(C)C)C 2-chloro-N,N-dimethylpropane-1-amine